C(C)(C)(C)N1CCN(CC1)C=1SC2=C(N1)C=CC(=C2)C(=O)N[C@H]2CCOC1=CC=CC=C21 (S)-2-(4-(tert-butyl)-piperazin-1-yl)-N-(chroman-4-yl)benzo-[d]thiazole-6-carboxamide